thiodiethylene glycol diacrylate C(C=C)(=O)OCCSCCOC(C=C)=O